C(CCC)OC1=CC=C2C(=C(C(OC2=C1)=O)C1=CC=C(C=C1)C#N)C1=CC=CC=C1 7-butoxy-4-phenyl-3-(4-cyanophenyl)coumarin